[Cl-].C[NH3+] methyl-ammonium chloride